phenyl (4-nitrophenyl)carbamate [N+](=O)([O-])C1=CC=C(C=C1)NC(OC1=CC=CC=C1)=O